6-(4-fluoro-2-methylsulfanyl-phenyl)-2-phenoxymethylimidazo[1,2-a]pyrimidine FC1=CC(=C(C=C1)C=1C=NC=2N(C1)C=C(N2)COC2=CC=CC=C2)SC